OC[C@H]1N(CCC1)C=1C2=C(N=C(N1)NC=1N=CN(C1)C1=CC(=C(C(=C1)OC)OC)OC)CCN(C2)C(=O)C2=CC=C(C#N)C=C2 (S)-4-(4-(2-(hydroxymethyl)pyrrolidin-1-yl)-2-((1-(3,4,5-trimethoxyphenyl)-1H-imidazol-4-yl)amino)-5,6,7,8-tetrahydropyrido[4,3-d]pyrimidine-6-carbonyl)benzonitrile